C(C)(C)(C)OC(=O)N1CC(=CC1)C1=C(C=C(C=C1)N)C[S@](=O)C |r| (±)-3-(4-amino-2-(methylsulfinylmethyl)phenyl)-2,5-dihydro-1H-pyrrole-1-carboxylic acid tert-butyl ester